5-[3-(5-phenylpyridin-2-yl)-1,2,4-oxadiazol-5-yl]-1-(propan-2-yl)-1H-1,2,3-benzotriazole C1(=CC=CC=C1)C=1C=CC(=NC1)C1=NOC(=N1)C1=CC2=C(N(N=N2)C(C)C)C=C1